tert-Butyl (1S,4R)-2-Methyl-7-azabicyclo[2.2.1]heptane-7-carboxylate CC1[C@@H]2CC[C@H](C1)N2C(=O)OC(C)(C)C